5-(fluoro(phenyl)methyl)-3-(5'-fluoro-4,6'-dimethyl-[3,4'-bipyridin]-2'-yl)-1,2,4-oxadiazole FC(C1=NC(=NO1)C1=NC(=C(C(=C1)C=1C=NC=CC1C)F)C)C1=CC=CC=C1